3-(3-bromobenzylidene)isoindoline-1-one BrC=1C=C(C=C2NC(C3=CC=CC=C23)=O)C=CC1